6,13-bis(dibromomethylene)-6,13-dihydropentacene BrC(=C1C=2C=C3C=CC=CC3=CC2C(C2=CC3=CC=CC=C3C=C12)=C(Br)Br)Br